CC(C)CCCC(CCCC(CC)C)C 2,6,10-Trimethyldodecane